4-(HYDROXYMETHYL)NAPHTHALENE-1-BORONIC ACID OCC1=CC=C(C2=CC=CC=C12)B(O)O